4-(((trans)-4-(4-(3-(dimethylamino)propoxy)phenyl)cyclohexyl)oxy)-1H-1,2,3-triazole-5-carboxylic acid CN(CCCOC1=CC=C(C=C1)[C@@H]1CC[C@H](CC1)OC=1N=NNC1C(=O)O)C